FC=1C=C(C=CC1)N1CC(CC2=CC=CC=C12)CNC(C=C)=O N-((1-(3-fluorophenyl)-1,2,3,4-tetrahydroquinolin-3-yl)methyl)acrylamide